ethyl 5-(3-bromophenoxy)-1H-1,2,3-triazole-4-carboxylate BrC=1C=C(OC2=C(N=NN2)C(=O)OCC)C=CC1